C(C)(C)(C)OC(=O)N[C@H](C(=O)OCC=C)CC1=CC=C(C=C1)I allyl (S)-2-((tert-butoxycarbonyl)amino)-3-(4-iodophenyl)propanoate